BrC=1C=2N(C=C(C1)OC)C(=C(N2)I)CO[Si](C)(C)C(C)(C)C 8-bromo-3-{[(tert-butyldimethylsilyl)oxy]methyl}-2-iodo-6-methoxyimidazo[1,2-a]pyridine